di-tert-butyl-(2R,4R)-4-((6-chloro-5-fluoro-4-methylpyridin-2-yl)methyl)-2-methylpiperidine-1,4-dicarboxylate C(C)(C)(C)OC(=O)N1[C@@H](C[C@@](CC1)(C(=O)OC(C)(C)C)CC1=NC(=C(C(=C1)C)F)Cl)C